FC1(CC2(C1)C[C@@H](N(CC2)CC2=C1C=CN(C1=C(C=C2OC)C)C(=O)OC(C)(C)C)C=2C=NN(C2)C)F |r| (RS)-tert-butyl 4-((2,2-difluoro-6-(1-methyl-1H-pyrazol-4-yl)-7-azaspiro[3.5]nonan-7-yl)methyl)-5-methoxy-7-methyl-1H-indole-1-carboxylate